dimethylsilylcyclopentadienyl-(3,5-dimethylphenylindenyl)zirconium dichloride [Cl-].[Cl-].C[SiH](C)[Zr+2](C1C(=CC2=CC=CC=C12)C1=CC(=CC(=C1)C)C)C1C=CC=C1